CC=1C(=NC=C(C1)NC(C(=O)N1[C@@H](CC[C@H](C1)C)C=1SC(=CC1)C(NC)=O)=O)NC(OC(C)(C)C)=O tert-butyl N-[3-methyl-5-[[2-[(2S,5R)-5-methyl-2-[5-(methylcarbamoyl)-2-thienyl]-1-piperidyl]-2-oxo-acetyl]amino]-2-pyridyl]carbamate